4-maleimidophenyl sulfone C1(C=CC(N1C1=CC=C(C=C1)S(=O)(=O)C1=CC=C(C=C1)N1C(C=CC1=O)=O)=O)=O